N-{4-[(7RS)-7-(Cyclopropylmethyl)-5-methyl-4-oxo-3-(1,3-thiazol-4-ylamino)-4,5,6,7-tetrahydro-1H-pyrrolo[3,2-c]pyridin-2-yl]pyridin-2-yl}-2-(4-fluorophenyl)acetamid C1(CC1)C[C@H]1C2=C(C(N(C1)C)=O)C(=C(N2)C2=CC(=NC=C2)NC(CC2=CC=C(C=C2)F)=O)NC=2N=CSC2 |r|